FC=1C=C(C(=O)NCC23CCC(CC2)(CC3)N3N=C2C=C(C=CC2=C3)C=3C=NC=NC3)C=C(C1O)F 3,5-difluoro-4-hydroxy-N-({4-[6-(pyrimidin-5-yl)-2H-indazol-2-yl]bicyclo[2.2.2]octan-1-yl}methyl)benzamide